6-((4-methoxy-5-(pyrazolo[1,5-a]pyridin-5-yl)pyrrolo[2,1-f][1,2,4]triazin-2-yl)amino)-2-azaspiro[3.3]heptane-2-carboxylic acid tert-butyl ester C(C)(C)(C)OC(=O)N1CC2(C1)CC(C2)NC2=NN1C(C(=N2)OC)=C(C=C1)C1=CC=2N(C=C1)N=CC2